[1,2,4]triazolo[4,3-c]pyrimidin N=1N=CN2C=NC=CC21